OC(CNC1C(CCCC1)OC=1C=C2CN(C(C2=CC1)=O)C1C(NC(CC1)=O)=O)(C)C 3-(5-((2-((2-hydroxy-2-methylpropyl)amino)cyclohexyl)oxy)-1-oxoisoindolin-2-yl)piperidine-2,6-dione